C1(=CC=CC=C1)C(C1=CC=CC=C1)=NC=1C=C(C=CC1)C(C)(CC)NC(OCCCC)=O Z-Butyl (2-(3-((diphenylmethylene)amino)phenyl)butan-2-yl)carbamate